Pentanon CC(CCC)=O